5-(5-((1R,5S)-1-(2,5-difluorophenyl)-2-azabicyclo[3.1.0]hex-2-yl)pyrazolo[1,5-a]pyrimidin-3-yl)-2-isopropylthiazole FC1=C(C=C(C=C1)F)[C@@]12N(CC[C@H]2C1)C1=NC=2N(C=C1)N=CC2C2=CN=C(S2)C(C)C